C(CCC)OC(NC=1C(NC(N(N1)C1=CC(=C(C(=C1)Cl)OP(=O)(OC1=CC=CC=C1)OC1=CC=CC=C1)Cl)=O)=O)=O butyl-N-(2-[3,5-dichloro-4-[(diphenoxyphosphoryl)oxy]phenyl]-3,5-dioxo-4H-1,2,4-triazin-6-yl)carbamate